(2,6-difluoro-phenyl)methanamine FC1=C(C(=CC=C1)F)CN